CC1(OB(OC1(C)C)C1=CC(=NC=C1)C#N)C 4-(4,4,5,5-tetramethyl-1,3,2-dioxaborolan-2-yl)pyridine-2-carbonitrile